2-(2-(1-((R)-1-(2,6-dichloro-3-methoxyphenyl)ethyl)-1H-[1,2,3]triazolo[4,5-c]pyridin-6-yl)phenyl)propanoic acid ClC1=C(C(=CC=C1OC)Cl)[C@@H](C)N1N=NC=2C=NC(=CC21)C2=C(C=CC=C2)C(C(=O)O)C